ClC=1N=NC(=C2C1SC=C2)C=2C=C1CCN(CC1=CC2)C(=O)OCC2=CC=CC=C2 benzyl 6-(7-chlorothieno[2,3-d]pyridazin-4-yl)-3,4-dihydro-1H-isoquinoline-2-carboxylate